N-benzyl-N'-(4-methoxyphenyl)thiourea C(C1=CC=CC=C1)NC(=S)NC1=CC=C(C=C1)OC